(E)-1-[(2-chlorothiazol-5-yl)methyl]-3-methyl-2-nitroguanidine ClC=1SC(=CN1)CN\C(=N\[N+](=O)[O-])\NC